CC=1C=CC=C2[C@H](CCOC12)N (4S)-8-methylchroman-4-amine